OC1=C(C=CC=C1)N1C(NCC=C1C1=CC(=CC=C1)[N+](=O)[O-])=O (2-hydroxyphenyl)-4-(3-nitrophenyl)-3,6-dihydropyrimidin-2-one